Cl.BrC=1C=C(C=NC1)O 5-bromopyridin-3-ol hydrochloride